FC1=CC(=C(C=N1)OB(O)O)C (6-fluoro-4-methylpyridin-3-yl)boric acid